C(C)(C)(C)C=1C=C(C(=O)N)C=C(N1)C 2-(tert-butyl)-6-methylisonicotinamide